COC1=C(C=CC(=C1)N1N=C(C=C1C)C(F)(F)F)CO (2-methoxy-4-(5-methyl-3-(trifluoromethyl)-1H-pyrazol-1-yl)phenyl)methanol